[SiH3][SiH]1[SiH2][SiH]([SiH2][SiH2][SiH2]1)[SiH3] 1,3-disilylcyclohexasilane